2-[[6-chloro-3-(3,6-dihydro-2H-pyran-4-yl)-4-quinolyl]amino]-5-methyl-benzoic acid ClC=1C=C2C(=C(C=NC2=CC1)C=1CCOCC1)NC1=C(C(=O)O)C=C(C=C1)C